[O-2].[Zr+4].[La+3] lanthanum Zirconium Oxide